C(C1=CC=CC=C1)N(C)C=1C(=NN2C1N=CC=C2C=2C=NNC2)C(=O)NC=2C=NNC2 (benzyl-(methyl)amino)-N,7-bis(1H-pyrazol-4-yl)pyrazolo[1,5-a]pyrimidine-2-carboxamide